(Z)-4-((2-azidoethyl)amino)-N-(3-bromobenzyl)-N'-hydroxy-1,2,5-oxadiazole-3-carboxamidine N(=[N+]=[N-])CCNC=1C(=NON1)/C(=N/O)/NCC1=CC(=CC=C1)Br